CN1CCN(CC1)CCNC1=CC=C(C=C1)N N-(2-(4-methylpiperazin-1-yl)ethyl)benzene-1,4-diamine